ClC=1C=CC(=NC1)N1N=C(C=2C[C@@H]3[C@H](C12)C3)C(=O)O (1aR,5aR)-2-(5-Chloropyridin-2-yl)-1a,2,5,5a-tetrahydro-1H-2,3-diaza-cyclopropa[a]pentalene-4-carboxylic acid